The molecule is a nucleoside 3',5'-cyclic phosphorothioate having 7-deazaadenine as the nucleobase (the Rp-stereoisomer). It is a nucleoside 3',5'-cyclic phosphorothioate and a N-glycosylpyrrolopyrimidine. It derives from a tubercidin. C1[C@@H]2[C@H]([C@H]([C@@H](O2)N3C=CC4=C(N=CN=C43)N)O)OP(=S)(O1)O